3-[(S)-(3-Bromo-phenyl)-hydroxy-(4-isopropyl-phenyl)-methyl]-3-methyl-azetidine-1-carboxylic acid tert-butyl ester C(C)(C)(C)OC(=O)N1CC(C1)(C)[C@@](C1=CC=C(C=C1)C(C)C)(O)C1=CC(=CC=C1)Br